2-acryloylthioethylthio-5-n-propylthio-1,3,4-thiadiazole C(C=C)(=O)SCCSC=1SC(=NN1)SCCC